{6-[(1R,2S,3S,5S)-3-amino-2-fluoro-8-azabicyclo[3.2.1]octan-8-yl]-3-[4-chloro-2-(propan-2-yl)-2H-indazol-5-yl]-1H-pyrazolo[3,4-b]pyrazin-5-yl}methanol N[C@@H]1[C@@H]([C@H]2CC[C@@H](C1)N2C2=C(N=C1C(=N2)NN=C1C1=C(C2=CN(N=C2C=C1)C(C)C)Cl)CO)F